NC1=NC(=NC(=N1)N)N(CC)CC 2,4-diamino-6-diethylamino-1,3,5-triazine